N[C@@H](CC1=C(C=C(C(=O)N)C=C1C)C)CN1C(C2=CC=CC=C2C1=O)=O (S)-4-(2-amino-3-(1,3-dioxoisoindolin-2-yl)propyl)-3,5-dimethylbenzamide